N-[3-(5-bromo-1-ethyl-indol-2-yl)prop-2-ynyl]-4-fluoro-aniline BrC=1C=C2C=C(N(C2=CC1)CC)C#CCNC1=CC=C(C=C1)F